ClC1=CC=C2N=CC(=NC2=C1)OC1=CC=C(OC(C(=O)O)C)C=C1 2-{4-[(7-chloro-2-quinoxalinyl)oxy]phenoxy}propionic acid